(R)-N-{3-(1-acetyl-azetidin-3-ylethynyl)-1-[6-(3-methoxy-tetrahydrofuran-3-yl)-4-methyl-pyridin-2-yl]-1H-pyrrolo[3,2-c]pyridin-6-yl}-acetamide C(C)(=O)N1CC(C1)C#CC1=CN(C2=C1C=NC(=C2)NC(C)=O)C2=NC(=CC(=C2)C)[C@]2(COCC2)OC